(1S,3R)-3-aminocyclohexane-1-carboxylic acid N[C@H]1C[C@H](CCC1)C(=O)O